C(=O)O.C1(CCC1)NC(C1=C(C=C(C=C1)NC1=NC=C(C(=N1)NC=1C=CC2=C(NC(O2)=O)C1)F)OC)=O N-cyclobutyl-4-(5-fluoro-4-(2-oxo-2,3-dihydrobenzo[d]oxazol-5-ylamino)pyrimidin-2-ylamino)-2-methoxybenzamide formate salt